(±)-trans-N-(biphenyl-4-yl)-4-phenylpyrrolidine-3-carboxamide hydrochloride Cl.C1(=CC=C(C=C1)NC(=O)[C@@H]1CNC[C@H]1C1=CC=CC=C1)C1=CC=CC=C1 |r|